3-[1-(Cyanomethyl)imidazol-4-yl]-N-methyl-4-[[5-(trifluoromethyl)-2-pyridyl]amino]benzenesulfonamide C(#N)CN1C=NC(=C1)C=1C=C(C=CC1NC1=NC=C(C=C1)C(F)(F)F)S(=O)(=O)NC